C(#N)C=1C(=C(C(=O)NC=2C=C3C(=NNC3=CC2)C2=CN=CO2)C(=CC1)F)CC 3-cyano-2-ethyl-6-fluoro-N-(3-(oxazol-5-yl)-1H-indazol-5-yl)benzamide